((methylthio)methylene)-5-phenylcyclohexane-1,3-dione CSC=C1C(CC(CC1=O)C1=CC=CC=C1)=O